C1(=CC=C(C=C1)C=O)C1=CC=CC=C1 4-biphenyl-formaldehyde